N-vinyl-isobutyl-amid tert-butyl-4-(2-phenylchroman-5-yl)-3,6-dihydropyridine-1(2H)-carboxylate C(C)(C)(C)OC(=O)N1CCC(=CC1)C1=C2CCC(OC2=CC=C1)C1=CC=CC=C1.C(=C)[N-]CC(C)C